3-(4-aminophenyl)-propionic acid NC1=CC=C(C=C1)CCC(=O)O